3-(2-chloro-4-methylsulfonyl-phenyl)-1,4-oxazepan ClC1=C(C=CC(=C1)S(=O)(=O)C)C1COCCCN1